(E)-5-(trifluoromethyl)-1,2,4-oxadiazole FC(C1=NC=NO1)(F)F